COC(=O)C1=CN(C(=C1)C(C(=O)OCC)=O)C 5-(2-ethoxy-2-oxoacetyl)-1-methyl-1H-pyrrole-3-carboxylic acid methyl ester